ClC1=CC=C(OC2=CC(=C(C=C2)C(CN2N=CN=C2)(C)O)C(F)(F)F)C=C1 2-[4-(4-chlorophenoxy)-2-trifluoromethylphenyl]-1-[1,2,4]triazol-1-yl-propan-2-ol